1-(4-((4-((1H-indazol-6-yl)amino)-7-methoxyquinazolin-6-yl)oxy)piperidin-1-yl)prop-2-en-1-one N1N=CC2=CC=C(C=C12)NC1=NC=NC2=CC(=C(C=C12)OC1CCN(CC1)C(C=C)=O)OC